N-(hydroxyethyl)nicotinamide tert-butyl-(2-(3-amino-5-(4-chlorophenoxy)phenoxy)ethyl)carbamate C(C)(C)(C)N(C(O)=O)CCOC1=CC(=CC(=C1)OC1=CC=C(C=C1)Cl)N.OCCNC(C1=CN=CC=C1)=O